C[C@]12CC[C@H]3[C@H]([C@@H]1CC[C@H]2O[C@H]4[C@@H]([C@H]([C@@H]([C@H](O4)C(=O)O)O)O)O)CCC5=C3C=CC(=C5)O The molecule is a steroid glucosiduronic acid that is 17alpha-estradiol in which the hydroxy hydrogen at position 17 has been replaced by a beta-D-glucuronyl residue. It is a steroid glucosiduronic acid, a 3-hydroxy steroid, a member of phenols and a beta-D-glucosiduronic acid. It derives from a 17alpha-estradiol. It is a conjugate acid of a 17alpha-estradiol 17-O-(beta-D-glucuronide)(1-).